1-[2-(N,N-dimethylamino)ethyl]-4-[(4-hydroxyphenyl)thiomethyl]-1H-1,2,3-triazole CN(C)CCN1N=NC(=C1)CSC1=CC=C(C=C1)O